ClC1=CC(N(C2=CC(=CC=C12)Cl)C)=O 4,7-dichloro-1-methyl-quinolin-2-one